COC(CCCOCC(COCCCCCCCCC1C(C1)CC1C(C1)CCCCC)N(C)C)=O methyl-4-(2-(dimethylamino)-3-((8-(2-((2-pentylcyclopropyl)methyl)cyclopropyl)octyl)oxy)propoxy)butanoate